C(C)(C)(C)OC(=O)N1N=C(C2=CC(=CC=C12)[N+](=O)[O-])C 3-Methyl-5-nitro-1H-indazole-1-carboxylic acid tert-butyl ester